FC(C=1OC(=NN1)C=1C=NC(=CC1)CN1N=NC(=C1)C1=CC=C2C=C(NC2=C1)C)F 2-(difluoromethyl)-5-(6-((4-(2-methyl-1H-indol-6-yl)-1H-1,2,3-triazol-1-yl)methyl)pyridin-3-yl)-1,3,4-oxadiazole